N(C1=CC=CC=C1)CCO Anilin-ethanol